Cl[Ru-3](C1=C(C=CC=C1)OC)(=C1N(CCN1C1=C(C=CC=C1)OC)C1=C(C=CC=C1)OC)Cl dichloro[1,3-bis(2-methoxyphenyl)-2-imidazolidinylidene](2-methoxyphenyl)ruthenium (II)